(4-Cyclopropylpiperazin-1-yl)-N-(3,3-dimethylbutyl)-1H-benzo[d]imidazole-1-carboxamide C1(CC1)N1CCN(CC1)C1=NC2=C(N1C(=O)NCCC(C)(C)C)C=CC=C2